carboxylactic anhydride C(=O)(O)C(C(=O)OC(C(O)(C)C(=O)O)=O)(O)C